N-pentylpropane-1,3-diamine C(CCCC)NCCCN